C(C)C=1C(NC=2C=C(C=NC2C1)CN1CCN(CC1)C=1C=CC(=NC1C)C(=O)NC)=O 5-[4-[(7-Ethyl-6-oxo-5H-1,5-naphthyridin-3-yl)methyl]piperazin-1-yl]-N,6-dimethylpyridin-2-carboxamid